(Z)-3-butenyl-phthalide C(=C/CC)/C1OC(=O)C2=CC=CC=C12